1-cyclopropyl-4-(2,6-dichlorophenyl)-1H-1,2,3-triazole-5-carboxylic acid ethyl ester C(C)OC(=O)C1=C(N=NN1C1CC1)C1=C(C=CC=C1Cl)Cl